2-(5-bromo-2-thienyl)pyridine BrC1=CC=C(S1)C1=NC=CC=C1